C1C(CC2=CC=CC=C12)C=1N=C(C2=C(N1)OC(=C2C(=O)N)C)NC2(CC2)C (2,3-dihydro-1H-inden-2-yl)-6-methyl-4-[(1-methylcyclopropyl)amino]furo[2,3-d]pyrimidine-5-carboxamide